ClC=1C(=C(C=CC1)[C@@H]1N(OCC1)C1=CC(=NC=N1)NC1=CC(=C(C=C1)N1CCC(CC1)N1CCN(CC1)C)OC)F (R)-6-(3-(3-chloro-2-fluorophenyl)isoxazolidin-2-yl)-N-(3-methoxy-4-(4-(4-methylpiperazine-1-yl)piperidin-1-yl)phenyl)pyrimidin-4-amine